CN1C(C=CC2=CC=CN=C12)=O 1-methyl-1,8-naphthyridin-2-one